C(OCCCCCCCCCCCCCCCCCC)(OC1=C(C(=C(C(=C1F)F)F)F)F)=O Octadecyl (perfluorophenyl) carbonate